(E)-2-(2-(7-(dimethylamino)benzo[c][1,2,5]thiadiazol-4-yl)vinyl)-1,3,3-trimethyl-3H-indol-1-ium CN(C1=CC=C(C=2C1=NSN2)/C=C/C2=[N+](C1=CC=CC=C1C2(C)C)C)C